2-(6-(((1R,2R,3S,5S)-2-fluoro-1,7-dimethyl-9-azabicyclo[3.3.1]nonan-3-yl)(methyl)amino)pyridazin-3-yl)-5-(1H-imidazol-1-yl)phenol F[C@H]1[C@]2(CC(C[C@@H](C[C@@H]1N(C1=CC=C(N=N1)C1=C(C=C(C=C1)N1C=NC=C1)O)C)N2)C)C